BrC1=CC(=C(C=C1)C1N(C(CC1)=O)NC(OC(C)(C)C)=O)F tert-butyl (2-(4-bromo-2-fluorophenyl)-5-oxopyrrolidin-1-yl)carbamate